(R)-4-(7-(3,6-dihydro-2H-pyran-4-yl)-2-(1H-pyrrolo[2,3-b]pyridine-4-yl)thieno[3,2-d]pyrimidin-4-yl)-3-methylmorpholine O1CCC(=CC1)C1=CSC2=C1N=C(N=C2N2[C@@H](COCC2)C)C2=C1C(=NC=C2)NC=C1